N-(4'-(5-Fluoro-6-hydroxy-1H-indazol-1-yl)-[1,1'-biphenyl]-4-yl)acetamide FC=1C=C2C=NN(C2=CC1O)C1=CC=C(C=C1)C1=CC=C(C=C1)NC(C)=O